N(C1=CC=CC=C1)C1=NC(=NC=C1C)NC=1C=CC(=C(C1)C(C)O)Br 1-[5-[(4-anilino-5-methyl-pyrimidin-2-yl)amino]-2-bromo-phenyl]ethanol